(2-(1-benzyl-1H-pyrazol-3-yl)propan-2-yl)-4-chlorobutyramide C(C1=CC=CC=C1)N1N=C(C=C1)C(C)(C)C(C(=O)N)CCCl